1',2'-dihydrospiro[cyclopropane-1,3'-pyrrolo[2,3-b]pyridine] N1CC2(C=3C1=NC=CC3)CC2